C(C)(=O)OC[C@H](COC1=CC=C(C=C1)C(C)(C)C1=CC(=C(C(=C1)Br)OC[C@@H](CCl)OC(C)=O)Br)OC(C)=O (S)-3-(4-(2-(4-((S)-2-acetoxy-3-chloropropoxy)-3,5-dibromophenyl)propan-2-yl)phenoxy)propane-1,2-diyl diacetate